3-(4-(5-(difluoromethyl)-1,3,4-oxadiazol-2-yl)-2-fluorobenzyl)benzo[d]oxazol-2(3H)-one FC(C1=NN=C(O1)C1=CC(=C(CN2C(OC3=C2C=CC=C3)=O)C=C1)F)F